COC(C1=C(N=C(C=C1)OC)\C=C\C)=O (E)-6-methoxy-2-(prop-1-en-1-yl)nicotinic acid methyl ester